ClC1=C(C=CC=C1)N1C(N=C(C2=C1N=C(C=C2)C(F)(F)F)NC2CC(C2)C#N)=O (1s,3s)-3-((1-(2-chlorophenyl)-2-oxo-7-(trifluoromethyl)-1,2-dihydropyrido[2,3-d]pyrimidin-4-yl)amino)cyclobutane-1-carbonitrile